FC(O[C@H]1[C@@H](CCC1)N(C(C(=O)NC1=CC=2N(C=C1)C=CN2)=O)CC2=NC=C(C=C2)C(F)(F)F)F |r| rac-N1-((1R,2R)-2-(difluoromethoxy)cyclopentyl)-N2-(imidazo[1,2-a]pyridin-7-yl)-N1-((5-(trifluoromethyl)pyridin-2-yl)methyl)oxalamide